N-(2-Chloro-4-methoxyphenyl)-3,3-dimethoxypropanamide ClC1=C(C=CC(=C1)OC)NC(CC(OC)OC)=O